The molecule is a hepoxilin anion that is the conjugate base of hepoxilin A3, arising from deprotonation of the carboxylic acid group; major species at pH 7.3. It is a conjugate base of a hepoxilin A3. CCCCC/C=C\\C[C@H]1[C@@H](O1)/C=C/C(C/C=C\\CCCC(=O)[O-])O